beta-amino-isobutyric acid NCC(C(=O)O)C